C1(=CC=CC=C1)/C(=C(\CC)/C1=CC=CC=C1)/C1=CC=C(OCCN(C)C)C=C1 (Z)-2-[4-(1,2-diphenylbut-1-enyl)phenoxy]-N,N-dimethyl-ethylamine